2-{[3,5-bis(trifluoromethyl)phenyl]carbamoyl}-4-chlorophenylphosphate-monoethanolamine C(O)CN.FC(C=1C=C(C=C(C1)C(F)(F)F)NC(=O)C1=C(C=CC(=C1)Cl)OP(=O)(O)O)(F)F